C(C)(=O)OC([C@H](CC1=CC=CC=C1)NC(=O)OC(C)(C)C)=O (S)-(S)-2-((tert-Butoxycarbonyl)amino)-3-phenylpropionic acid acetic anhydride